Lithium difluoro(oxalic acid) phosphate P(=O)([O-])([O-])[O-].FOC(C(=O)OF)=O.[Li+].[Li+].[Li+]